N1C[C@H](CCC1)NC1=NC=C(C(=N1)C=1C=C(NC1)C(=O)NC=1SC=CN1)C(F)(F)F 4-(2-{[(3S)-piperidin-3-yl]amino}-5-(trifluoromethyl)pyrimidin-4-yl)-N-(1,3-thiazol-2-yl)-1H-pyrrole-2-carboxamide